methyl-N-((2E,4E)-5-(2-(dimethylamino)thiazol-5-yl)penta-2,4-dienoyl)-S-trityl-D-cysteine CN([C@H](CSC(C1=CC=CC=C1)(C1=CC=CC=C1)C1=CC=CC=C1)C(=O)O)C(\C=C\C=C\C1=CN=C(S1)N(C)C)=O